FC(C1=CC=C(CCl)C=C1)(F)F 4-(trifluoromethyl)benzyl chloride